ClC=1C=CC=C2C=C(NC12)C(=O)N1[C@@H]2CC([C@H]([C@H]1C(=O)N[C@H](C[C@H]1C(NCC1)=O)\C=C(\S(=O)(=O)C)/F)CC2)(F)F (1S,3S,4S)-2-(7-chloro-1H-indole-2-carbonyl)-5,5-difluoro-N-((R,E)-4-fluoro-4-(methylsulfonyl)-1-((S)-2-oxopyrrolidin-3-yl)but-3-en-2-yl)-2-azabicyclo[2.2.2]octane-3-carboxamide